C(C)(C)(C)OC(=O)N1CCC(CC1)C=1OC(=CN1)CO 4-(5-(hydroxymethyl)oxazol-2-yl)piperidine-1-carboxylic acid tert-butyl ester